ClC1=C(C(=O)O)C=CC(=C1)C(=O)N1[C@H]([C@@H](N(CC1)C1=CC(=CC=C1)Cl)C)C |r| (±)-2-chloro-4-(4-(3-chlorophenyl)-trans-2,3-dimethylpiperazine-1-carbonyl)benzoic acid